5-(3-furoyl)amino-3-(1-ethylpiperidin-4-yl)-1H-indole O1C=C(C=C1)C(=O)NC=1C=C2C(=CNC2=CC1)C1CCN(CC1)CC